BrC=1C=C(C=CC1)S(=O)(=O)N1C=C(C=C1C1=C(C=CC=C1)F)CNC 1-(1-((3-bromophenyl)sulfonyl)-5-(2-fluorophenyl)-1H-pyrrol-3-yl)-N-methylmethylamine